FC=1C=2N(C=C(C1)C1=CNC=3N=C(N=CC31)NCC3(CCC3)F)N=CN2 5-(8-fluoro-[1,2,4]triazolo[1,5-a]pyridin-6-yl)-N-((1-fluorocyclobutyl)methyl)-7H-pyrrolo[2,3-d]pyrimidin-2-amine